C(CCC)C1CS(C2=C(N(C1)C1=CC=CC=C1)C=C(C(=C2)OCC(C(=O)OC)O)SC)(=O)=O Methyl 3-((3-butyl-7-(methylthio)-1,1-dioxido-5-phenyl-2,3,4,5-tetrahydro-1,5-benzothiazepin-8-yl)oxy)-2-hydroxypropanoate